COC(CC1(CN(C1)C(=O)OC(C)(C)C)C[N+](=O)[O-])=O tert-butyl 3-(2-methoxy-2-oxoethyl)-3-(nitromethyl)azetidine-1-carboxylate